BrC1=CC=C(C=C1)C1=C(C(=CC(=N1)C1=C(C(=O)O)C=CC=C1)Cl)C#N (6-(4-bromophenyl)-4-chloro-5-cyanopyridin-2-yl)benzoic acid